7-(2-amino-7-fluorobenzo[d]thiazol-4-yl)-6-chloro-4-((S)-3-(cyanomethyl)piperazin-1-yl)-8-fluoro-2-hydroxyquinoline-3-carbonitrile NC=1SC2=C(N1)C(=CC=C2F)C2=C(C=C1C(=C(C(=NC1=C2F)O)C#N)N2C[C@@H](NCC2)CC#N)Cl